O1CC12CN(CC2)C(=O)OC(C)(C)C tert-butyl 1-oxa-5-azaspiro[2.4]heptane-5-carboxylate